COC=1C=C2C(=CC=NC2=CC1OC)OC1=CC=C(N=N1)NC(=O)C=1C(C(=C(N(C1)C)C(=O)OCC)C1=CC=C(C=C1)F)=O ethyl 5-((6-((6,7-dimethoxyquinolin-4-yl) oxy) pyridazin-3-yl) carbamoyl)-3-(4-fluorophenyl)-1-methyl-4-oxo-1,4-dihydropyridine-2-carboxylate